5-(2-acetoxyethyl)tetrahydrofuran C(C)(=O)OCCC1CCCO1